(12S)-6-(Benzyloxy)-20-nitro-6-(trifluoromethyl)-22-oxa-3,4,16,21-tetraazatetracyclo[15.3.1.12,5.012,16]docosa-1(21),2,4,9,17,19-hexaene-18-carbonitrile C(C1=CC=CC=C1)OC1(C2=NN=C(C=3C(=CC(=C(N4CCC[C@H]4CC=CCC1)N3)C#N)[N+](=O)[O-])O2)C(F)(F)F